P(=O)(O)(O)O.NNC(=N)N aminoguanidine hydrogen phosphate salt